FC(C(=O)O)(F)F.CN(C=1OC=CN1)C N,N-dimethyloxazol-2-amine 2,2,2-trifluoroacetate